N-t-butylbenzothiazole-2-sulfenamide C(C)(C)(C)NSC=1SC2=C(N1)C=CC=C2